ClC=1C=C(C=2C[C@H](CC2C1)NC=1N=CC2=C(N1)CN(C2=O)CC(F)(F)F)C#N (S)-6-chloro-2-((5-oxo-6-(2,2,2-trifluoroethyl)-6,7-dihydro-5H-pyrrolo[3,4-d]pyrimidin-2-yl)amino)-2,3-dihydro-1H-indene-4-carbonitrile